O=C1N(C(C2=CC=CC=C12)=O)CC1=C(C=NN1C1=CC(=NC=C1)CC1=CC(=CC(=C1)C(F)(F)F)F)C(=O)OCC ethyl 5-((1,3-dioxoisoindolin-2-yl) methyl)-1-(2-(3-fluoro-5-(trifluoromethyl) benzyl) pyridin-4-yl)-1H-pyrazole-4-carboxylate